F[C@@H]1[C@H](CNC1)NC1=CC=CC(=N1)C1=CN=C2N1C=C(N=C2)N2C(CCCC2)=O 1-(3-(6-(((3S,4S)-4-fluoropyrrolidin-3-yl)amino)pyridin-2-yl)imidazo[1,2-a]pyrazin-6-yl)piperidin-2-one